1,3,5-triazine-2,4,6(1H,3H,5H)-tristhione N1C(NC(NC1=S)=S)=S